C(C1=CC=CC=C1)N(C(=O)NC1=CC=CC2=CC=CC=C12)CC1=CC=CC=C1 1,1-dibenzyl-3-(naphthalen-1-yl)urea